C1(CC1)C1=NN(C(=C1)C(=O)NC(C)C1=CN=C(S1)C1=CC(=NC=C1)C(F)(F)F)C 3-cyclopropyl-1-methyl-N-(1-(2-(2-(trifluoromethyl)pyridin-4-yl)thiazol-5-yl)ethyl)-1H-pyrazole-5-carboxamide